(R)-N-(1-(3-amino-5-(trifluoromethyl)phenyl)ethyl)-6-bromo-2-methylpyrido[3,4-d]pyrimidin-4-amine NC=1C=C(C=C(C1)C(F)(F)F)[C@@H](C)NC=1C2=C(N=C(N1)C)C=NC(=C2)Br